3-(3-(Benzyloxy)cyclobutyl)-3-(4-(8-chloro-7-((2-methyl-1-((2-(trimethylsilyl)ethoxy)methyl)-1H-benzo[d]imidazol-6-yl)oxy)quinoxalin-2-yl)-1H-pyrazol-1-yl)butanal C(C1=CC=CC=C1)OC1CC(C1)C(CC=O)(C)N1N=CC(=C1)C1=NC2=C(C(=CC=C2N=C1)OC=1C=CC2=C(N(C(=N2)C)COCC[Si](C)(C)C)C1)Cl